4-methoxybenzyl (2S,3R)-3-((2-((tert-butoxycarbonyl)(4-methoxybenzyl)amino)pyridin-4-yl)methyl)-1-(tert-butyldimethylsilyl)-4-oxoazetidine-2-carboxylate C(C)(C)(C)OC(=O)N(C1=NC=CC(=C1)C[C@@H]1[C@H](N(C1=O)[Si](C)(C)C(C)(C)C)C(=O)OCC1=CC=C(C=C1)OC)CC1=CC=C(C=C1)OC